COC=1C=C(OC2=NC=NC3=CC(=C(C=C23)OC)OC)C=C(C1)N1C=NC(=C1)C 4-(3-Methoxy-5-(4-methyl-1H-imidazol-1-yl)phenoxy)-6,7-dimethoxyquinazoline